C1OCCCC12CCC(CC2)C=2C(=NN1C2COCC1)CN(CCNC)C N1-((3-((6r,9r)-2-oxaspiro-[5.5]undecan-9-yl)-6,7-dihydro-4H-pyrazolo[5,1-c]-[1,4]oxazin-2-yl)methyl)-N1,N2-dimethylethane-1,2-diamine